CC(=C)C(=CCCCCCC)C 2,3-dimethyl-1,3-decadiene